dichloro[1,2-bis(diphenylphosphino)ethane] nickel (II) [Ni+2].ClC(C(P(C1=CC=CC=C1)C1=CC=CC=C1)Cl)P(C1=CC=CC=C1)C1=CC=CC=C1